6-((benzyl(methyl)amino)methyl)-N4-(4-chlorophenyl)pyrimidine-2,4-diamine C(C1=CC=CC=C1)N(C)CC1=CC(=NC(=N1)N)NC1=CC=C(C=C1)Cl